FC(C1=CC(=NO1)C=CCC1CN(C1)C(=O)OC(C)(C)C)(F)F tert-butyl 3-{3-[5-(trifluoromethyl)-1,2-oxazol-3-yl]prop-2-en-1-yl}azetidine-1-carboxylate